2-(5-(5-(2-cyanoacetamido)pyrazin-2-yl)pyridin-3-yl)-N-(5-(trifluoromethyl)thiazol-2-yl)propionamide tert-butyl-(3-bromo-1-(4-methoxybenzyl)-1H-pyrazol-5-yl)(methyl)carbamate C(C)(C)(C)OC(N(C)C1=CC(=NN1CC1=CC=C(C=C1)OC)Br)=O.C(#N)CC(=O)NC=1N=CC(=NC1)C=1C=C(C=NC1)C(C(=O)NC=1SC(=CN1)C(F)(F)F)C